C(C)N(C(CC=N)=N)CCC ethyldiiminodipropylamine